1,2,4,5-tetraethylcyclohexane C(C)C1C(CC(C(C1)CC)CC)CC